(3R,6S)-1-(2-([1,1'-biphenyl]-3-yl)acetyl)-6-methylpiperidine-3-carboxylic acid C1(=CC(=CC=C1)CC(=O)N1C[C@@H](CC[C@@H]1C)C(=O)O)C1=CC=CC=C1